BrC1=CC=C(C=C1)/C=C/C(=O)C1=CC=C(O[C@H](C(=O)O)C)C=C1 (2S)-2-[4-[(E)-3-(4-Bromophenyl)prop-2-enoyl]phenoxy]propanoic acid